5-bromo-7-[6-(1-cyclopropylpyrazol-4-yl)-3,6-dihydro-2H-pyran-4-yl]-2,3-dimethyl-quinoxaline BrC1=C2N=C(C(=NC2=CC(=C1)C=1CCOC(C1)C=1C=NN(C1)C1CC1)C)C